OC(C(=O)OCC)(C(=O)OCC)CC(C1=NC=C(C=C1)C(F)(F)F)=O Diethyl hydroxy(2-oxo-2-[5-(trifluoromethyl)pyridin-2-yl]ethyl)malonate